4-Hydroxy-1-indenone OC1=C2C=CC(C2=CC=C1)=O